((2-cyano-7-(2-cyanophenyl)isoindolin-5-yl)methyl)acetamide C(#N)N1CC2=C(C=C(C=C2C1)CCC(=O)N)C1=C(C=CC=C1)C#N